tert-butyl (2S,4R)-2-(hydroxymethyl)-4-(2-methoxy-2-oxo-ethyl)pyrrolidine-1-carboxylate OC[C@H]1N(C[C@H](C1)CC(=O)OC)C(=O)OC(C)(C)C